2-fluoro-5-[(3S)-2-[(1-methylcyclopropyl)sulfonyl]-1,2-oxazolidin-3-yl]pyridine FC1=NC=C(C=C1)[C@H]1N(OCC1)S(=O)(=O)C1(CC1)C